(1R,2R)-N,N-dibenzyl-2-methoxycyclobutane-1-amine C(C1=CC=CC=C1)N([C@H]1[C@@H](CC1)OC)CC1=CC=CC=C1